nonadecane-4,12-diol CCCC(CCCCCCCC(CCCCCCC)O)O